ClC1=C(C=CC=C1)C1=NC(=CC(=C1)C(F)(F)F)C1=C(C=CC=C1)Cl 2,6-bis(2-chlorophenyl)-4-(trifluoromethyl)pyridine